CN1CCC2=C(C=CC=C12)C=1C=C2C=NN(C(C2=CC1)=O)C1=NC=CC=C1 6-(1-Methylindolin-4-yl)-2-(pyridin-2-yl)phthalazin-1(2H)-one